[H-].C(CCCCCCC)[AlH2] n-octylaluminum dihydride hydride